3-tert-butyl-1,2,4-thiadiazol-5-amine C(C)(C)(C)C1=NSC(=N1)N